(S)-8-(difluoromethoxy)-8'-fluoro-6-(trifluoromethyl)-3H-spiro[imidazo[1,2-a]pyridine-2,4'-thiochroman] FC(OC=1C=2N(C=C(C1)C(F)(F)F)C[C@@]1(CCSC3=C(C=CC=C13)F)N2)F